C1NC=C(C2=CC=CC=C12)S(=O)(=O)N 4-dihydroisoquinolinesulfonamide